1-piperazinecarboxylic acid tert-butyl ester C(C)(C)(C)OC(=O)N1CCNCC1